[3,5-Dibenzoyloxy-4-[(E)-3-(4-hydroxyphenyl)prop-2-enoyl]phenyl] benzoate C(C1=CC=CC=C1)(=O)OC1=CC(=C(C(=C1)OC(C1=CC=CC=C1)=O)C(\C=C\C1=CC=C(C=C1)O)=O)OC(C1=CC=CC=C1)=O